ClCC1=NN(C(=C1)C)COCC[Si](C)(C)C (chloromethyl)-5-methyl-1-((2-(trimethylsilyl)ethoxy)methyl)-1H-pyrazole